hydrogen hexafluorophosphate F.FP(F)(F)(F)F